COC1=CC=C(C=C1)CN(S(=O)(=O)C1=CC(=C(C=C1)NC1=NC=C(C=C1)\C(=C\C)\C)C=1N=CN(C1)C)C N-[(4-methoxyphenyl)methyl]-N-methyl-3-(1-methylimidazol-4-yl)-4-[[5-[(E)-1-methylprop-1-enyl]-2-pyridyl]amino]benzenesulfonamide